C1(=C(C(=CC(=C1)C)C)C1=CC=CC2=[NH+]C3=CC=CC=C3C=C12)C mesitylacridinium